NC1=CC(C2=C(N(N=C2C2=CC=CC=C2)C2=CC=CC=C2)O1)C1=CC=CC=C1 6-amino-1,3,4-triphenyl-1,4-dihydropyrano[2,3-c]pyrazole